diethylhexyl-butyrylaminotriazinone C(C)C(CCC(=O)NC=1C(NN=NC1CCCCCC)=O)CC